O[C@@H](C(C)=O)\C=C\CCC (3R,4E)-3-Hydroxy-4-octen-2-one